Diisopropyl (3-isothiocyanatopropyl) phosphate P(=O)(OC(C)C)(OC(C)C)OCCCN=C=S